C(C1=CC=CC=C1)OC(=O)C1CCC2(CNN2)CC1 diazaspiro[3.5]nonane-7-carboxylic acid benzyl ester